C(C(=C)C)(=O)NCCCN1C(=[N+](C=C1)CCCC(=O)[O-])C 4-(1-(3-methacrylamidopropyl)-2-methyl-1H-imidazol-3-ium-3-yl)butanoate